disodium disulfite S(=O)([O-])OS(=O)[O-].[Na+].[Na+]